NC=1SC(=C(N1)C=1C=C(C#N)C=CC1)C1=CN(C2=NC=CC=C21)C 3-[2-amino-5-(1-methylpyrrolo[2,3-b]pyridin-3-yl)thiazol-4-yl]benzonitrile